2,4-diphenyl-6-chloro-1,3,5-triazine C1(=CC=CC=C1)C1=NC(=NC(=N1)C1=CC=CC=C1)Cl